1-amino-5-isopropyl-12-methoxy-6,7-dihydropyrimido[5'',4'':4',5']pyrrolo[2',3':5,6][1,3]diazepino[1,7-a]indol-8(5H)-one NC1=NC=NC2=C1C1=C(CNC(N3C1=CC=1C=C(C=CC31)OC)=O)N2C(C)C